(S,E)-2-methyl-N-(1-(2-methyl-3-(trifluoromethyl)phenyl)ethylidene)propane-2-sulfinamide CC(C)(C)[S@](=O)/N=C(\C)/C1=C(C(=CC=C1)C(F)(F)F)C